C(C)(C)(C)OC(=O)NCCOCCC(=O)O 3-[2-(tert-butoxycarbonyl-amino)ethoxy]propionic acid